OC1(CCN(CC1)C(=O)OC(C)(C)C)C(N(C)OC)=O tert-butyl 4-hydroxy-4-(methoxy(methyl)carbamoyl)piperidine-1-carboxylate